N=1C=2N(C=CC1N1CCC(CC1)CN1CCN(CC1)C1C(CN(CC1)C=1C=C3C(N(C(C3=CC1)=O)N1C(NC(CC1)=O)=O)=O)(F)F)C1=C(N2)C=CC=C1 5-(4-(4-((1-(benzo[4,5]imidazo[1,2-a]pyrimidin-2-yl)piperidin-4-yl)methyl)piperazin-1-yl)-3,3-difluoropiperidin-1-yl)-2-(2,4-dioxotetrahydropyrimidin-1(2H)-yl)isoindoline-1,3-dione